(S)-TERT-BUTYL 5-(((1S,2S)-2-(ALLYLTHIO)CYCLOBUTYL)METHYL)-6'-CHLORO-3',4,4',5-TETRAHYDRO-2H,2'H-SPIRO[BENZO[B][1,4]OXAZEPINE-3,1'-NAPHTHALENE]-7-CARBOXYLATE C(C=C)S[C@@H]1[C@@H](CC1)CN1C2=C(OC[C@]3(CCCC4=CC(=CC=C34)Cl)C1)C=CC(=C2)C(=O)OC(C)(C)C